C1C(CC)OS1(=O)=O 2-butanesultone